C(C1=CC=CC=C1)NC1=C2N=CN(C2=NC(=N1)C=1SC=CC1)[C@H]1[C@@H]([C@@H]([C@H](O1)C(=O)NC)O)O (2S,3S,4R,5R)-5-(6-(benzylamino)-2-(thiophen-2-yl)-9H-purin-9-yl)-3,4-dihydroxy-N-methyl-tetrahydrofuran-2-carboxamide